N-tert-butyl-2-(3-fluoropyridin-4-yl)-1,7-naphthyridin-4-amine C(C)(C)(C)NC1=CC(=NC2=CN=CC=C12)C1=C(C=NC=C1)F